CNCC1CCCCC1 N-methyl-cyclohexylmethyl-amine